[N+](=O)([O-])CC1(OCCC2=CC(=C(C=C12)OC)OC)C1=CC=C(C=C1)Cl 1-nitromethyl-6,7-dimethoxy-1-p-chlorophenyl-isochroman